Cl.ClC1=NC=2CC(NCC2C=C1)C(=O)O 2-chloro-5,6,7,8-tetrahydro-1,6-naphthyridin-7-carboxylic Acid Hydrochloride